BrC=1C=C(C(=NC1)CN1CCC(CC1)C1=CC=CC=2OC(OC21)(C)C2=CC=C(C=C2)Cl)C 5-bromo-2-((4-(2-(4-chlorophenyl)-2-methylbenzo[d][1,3]dioxol-4-yl)piperidin-1-yl)methyl)-3-methylpyridine